FC(C(=O)O)(F)F.FC(C(=O)O)(F)F.NC1=CC=C(C(=N1)C)CNC([C@H](C)NC(=O)[C@@H]1NC[C@H](C1)C1(CC1)C1=CC=CC=C1)=O (2R,4R)-N-((S)-1-(((6-Amino-2-methylpyridin-3-yl)methyl)amino)-1-oxopropan-2-yl)-4-(1-phenylcyclopropyl)pyrrolidine-2-carboxamide di-trifluoroacetate salt